5-hydroxy-2-(4-hydroxyphenyl)-7-[(2S,3R,4S,5S,6R)-3,4,5-trihydroxy-6-(hydroxymethyl)oxacyclohexan-2-yl]oxybenzopyran-4-one OC1=CC(=CC2=C1C(C=C(O2)C2=CC=C(C=C2)O)=O)O[C@@H]2O[C@@H]([C@H]([C@@H]([C@H]2O)O)O)CO